FC(C(=O)O)(F)F.NCCCNC(=O)C=1C=C(C2=C([C@](CO2)(C2=CC=CC=C2)CO)C1)C(=O)NC |r| (+/-)-N5-(3-aminopropyl)-3-(hydroxymethyl)-N7-methyl-3-phenyl-2,3-dihydrobenzofuran-5,7-dicarboxamide, trifluoroacetic acid salt